Ethyl 1-cyclopropyl-2,4-dioxo-3-phenyl-1,2,3,4-tetrahydropyrimidine-5-carboxylate C1(CC1)N1C(N(C(C(=C1)C(=O)OCC)=O)C1=CC=CC=C1)=O